CC1=C(N(N=C1COS(=O)(=O)C)C)C(=O)OC(\C=C/C1=CC(=C(C=C1)O[Si](C)(C)C(C)(C)C)OC)CCCCC (Z)-1-(4-((tert-Butyldimethylsilyl)oxy)-3-methoxyphenyl)oct-1-en-3-ol Methyl-5-[(methanesulfonyloxy)methyl]-2-methylpyrazole-3-carboxylate